(R)-tert-butyl 4-(((1-(ethoxymethyl)-1H-benzo[d]imidazol-2-yl)methyl)-(5,6,7,8-tetrahydroquinolin-8-yl)amino)butylcarbamate C(C)OCN1C(=NC2=C1C=CC=C2)CN(CCCCNC(OC(C)(C)C)=O)[C@@H]2CCCC=1C=CC=NC21